C1(CC1)NC1=NC(=NC=C1C)NC1=CC2=C(B(OC2)O)C=C1 5-((4-(cyclopropyl-amino)-5-methylpyrimidin-2-yl)amino)benzo[c][1,2]oxaborol-1(3H)-ol